2-(benzyloxy)-N-{3-[2-(4-chloro-3-fluorophenoxy)acetamido]-bicyclo[1.1.1]pentan-1-yl}acetamide C(C1=CC=CC=C1)OCC(=O)NC12CC(C1)(C2)NC(COC2=CC(=C(C=C2)Cl)F)=O